C(C)(C)(C)OC(NCCC[C@@H](CNC(=O)C=1NC2=CC(=CC=C2C1)C1CC1)NC(OC(C)(C)C)=O)=O (S)-(5-(6-cyclopropyl-1H-indole-2-carboxamido)pentane-1,4-diyl)dicarbamic acid di-tert-butyl ester